methyl (1S,4R)-4-[[(2R)-2-(tert-butoxycarbonylamino)propanoyl] amino]cyclopent-2-ene-1-carboxylate C(C)(C)(C)OC(=O)N[C@@H](C(=O)N[C@H]1C=C[C@H](C1)C(=O)OC)C